4-(1-((5,5-dimethyl-1,3-dioxan-2-yl)methyl)-1H-1,2,3-triazol-4-yl)-3-(dimethylamino)benzonitrile CC1(COC(OC1)CN1N=NC(=C1)C1=C(C=C(C#N)C=C1)N(C)C)C